1-(2-(5-(trifluoromethyl)-1,2,4-oxadiazol-3-yl)-6,7-dihydrothieno[3,2-c]pyridin-5(4H)-yl)ethan-1-one FC(C1=NC(=NO1)C1=CC=2CN(CCC2S1)C(C)=O)(F)F